(Z)-ethyl 3-(5-bromo-2-methoxy-3-nitropyridin-4-yl)-2-hydroxyacrylate BrC=1C(=C(C(=NC1)OC)[N+](=O)[O-])\C=C(\C(=O)OCC)/O